(2s,4s)-2-(4-(1H-indol-2-yl)piperidine-1-carbonyl)-7-oxa-5-azaspiro[3.4]octan-6-one N1C(=CC2=CC=CC=C12)C1CCN(CC1)C(=O)C1CC2(C1)NC(OC2)=O